8-(4-((1R,5S)-3,8-Diazabicyclo[3.2.1]octan-3-yl)-8-fluoro-2-(((2R,7aS)-2-fluorotetrahydro-1H-pyrrolizin-7a(5H)-yl)methoxy)quinazolin-7-yl)-6-hydroxy-1-naphthonitrile [C@H]12CN(C[C@H](CC1)N2)C2=NC(=NC1=C(C(=CC=C21)C=2C=C(C=C1C=CC=C(C21)C#N)O)F)OC[C@]21CCCN1C[C@@H](C2)F